BrC1=CC=C2C(=NC(=NC2=C1F)Cl)N1C[C@H]2CC[C@@H](C1)N2 (1R,5S)-3-(7-Bromo-2-chloro-8-fluoroquinazolin-4-yl)-3,8-diazabicyclo[3.2.1]octane